C(C1=CC=CC=C1)OC1=CC=C2C(=C(C=NC2=C1)Br)Cl 7-benzyloxy-3-bromo-4-chloroquinoline